ammonium phenylmethane salt C1(=CC=CC=C1)C.[NH4+]